C[NH2+]CCCC[C@@H](C(=O)[O-])[NH3+] The molecule is an alpha-amino-acid cation that is the conjugate base of N(6)-methyl-L-lysine, arising from protonation of the two amino groups and deprotonation of the carboxylic acid; major species at pH 7.3. It is a conjugate acid of a N(6)-methyl-L-lysine.